[1,4]benzoxazin O1CC=NC2=C1C=CC=C2